1-tert-butoxycarbonyl-3,6-dihydro-2H-pyridine-5-boronic acid pinacol ester C(C)(C)(C)OC(=O)N1CCC=C(C1)B1OC(C)(C)C(C)(C)O1